IC1=C(C2=C(S1)C(=CC=C2)NC2CCN(CC2)C(=O)OC(C)(C)C)CC(F)(F)F tert-butyl 4-((2-iodo-3-(2,2,2-trifluoroethyl)benzo[b]thiophen-7-yl)amino)piperidine-1-carboxylate